ClC1=NC(=CN=C1)C1=CC=C(C=C1)S(=O)(=O)C 2-chloro-6-(4-methanesulfonylphenyl)pyrazine